ClC1=C(C=NNC1=O)N1C[C@@H](CC1)OC1=NC=CC(=C1)C=1C(=NN(C1C)CC1CC(C1)C(=O)N)C (R)-3-((4-(2-((1-(5-chloro-6-oxo-1,6-dihydropyridazin-4-yl)pyrrolidin-3-yl)oxy)pyridin-4-yl)-3,5-dimethyl-1H-pyrazol-1-yl)methyl)cyclobutane-1-carboxamide